1-((2-oxabicyclo[2.1.1]hex-1-yl)methyl)-5-methyl-4-nitro-1H-pyrazol-3-ol C12(OCC(C1)C2)CN2N=C(C(=C2C)[N+](=O)[O-])O